N-[2-(3-amino-1-piperidyl)-2-oxo-ethyl]-4-[[3-[1-(2,2-difluoroethyl)-3-(trifluoromethyl)pyrazol-4-yl]imidazo[1,2-a]pyrazin-8-yl]amino]-2-ethyl-benzamide NC1CN(CCC1)C(CNC(C1=C(C=C(C=C1)NC=1C=2N(C=CN1)C(=CN2)C=2C(=NN(C2)CC(F)F)C(F)(F)F)CC)=O)=O